c-2'-methylguanosine-3'-phosphorothioate P(O)(O)(=S)O[C@H]1[C@]([C@@H](O[C@@H]1CO)N1C=NC=2C(=O)NC(N)=NC12)(O)C